(2-(3,4-Dimethoxyphenyl)-3-ethyl-1H-indol-5-yl)(4-(1-isopropylpiperidin-4-yl)piperazin-1-yl)methanone COC=1C=C(C=CC1OC)C=1NC2=CC=C(C=C2C1CC)C(=O)N1CCN(CC1)C1CCN(CC1)C(C)C